CN(C1=CC=C(C=C1)C=CC=1OC(=CC(C1)=C(C#N)C#N)C=CC1=CC=C(C=C1)N(C)C)C 2-(2,6-bis{2-[4-(dimethylamino)phenyl]ethenyl}-4H-pyran-4-ylidene)propanedinitrile